1,4-bis[[(3-ethyl-3-oxetanyl)methoxy]methyl]benzene C(C)C1(COC1)COCC1=CC=C(C=C1)COCC1(COC1)CC